Cl.O=C1NC(CCC1N1C(C2=C3C(C=CC=C13)=CC(=C2)N2CC(C2)N(C(O)=O)C2=CC(=CC(=C2)OC(F)(F)F)OCCNC)=O)=O 1-(1-(2,6-dioxopiperidin-3-yl)-2-oxo-1,2-dihydrobenz[cd]indol-4-yl)azetidin-3-yl(3-(2-(methylamino)ethoxy)-5-(trifluoromethoxy)phenyl)carbamate hydrochloride